(R)-6-ethoxy-4-(6-(4-(2-hydroxy-2-phenylacetyl)piperazin-1-yl)pyridin-3-yl)pyrazolo[1,5-a]pyridine-3-carbonitrile C(C)OC=1C=C(C=2N(C1)N=CC2C#N)C=2C=NC(=CC2)N2CCN(CC2)C([C@@H](C2=CC=CC=C2)O)=O